6-(benzylthio)-8-bromo-N'-(2,2-difluoroacetyl)imidazo[1,2-a]pyridin-3-carbohydrazide C(C1=CC=CC=C1)SC=1C=C(C=2N(C1)C(=CN2)C(=O)NNC(C(F)F)=O)Br